C(=C)C=1C=CC2=C(SC3=C2C=CC=C3)C1 3-vinyldibenzo[b,d]thiophene